CC1NCCC(C1)(O)C1=CC=CC=C1 2-Methyl-4-phenylpiperidin-4-ol